2-(3-(2,7-dichloro-8-fluoropyrido[4,3-d]pyrimidin-4-yl)-3,8-Diazabicyclo[3.2.1]octan-8-yl)ethan-1-ol ClC=1N=C(C2=C(N1)C(=C(N=C2)Cl)F)N2CC1CCC(C2)N1CCO